CN(CC=1OC=CC1)C N,N-dimethyl-2-furanmethanamine